2-(3,5-dichloro-4-((4-methyl-1,3,4,9-tetrahydropyrano[3,4-b]indol-6-yl)oxy)-phenyl)-3,5-dioxo-2,3,4,5-tetrahydro-1,2,4-triazine-6-carbonitrile ClC=1C=C(C=C(C1OC=1C=C2C3=C(NC2=CC1)COCC3C)Cl)N3N=C(C(NC3=O)=O)C#N